C1(=CC=CC=C1)C1(C(=CC2=C(O1)C1=CC=CC=C1C(=C2CO)CCCN(C)C)NC)C2=CC=CC=C2 2,2-diphenyl-5-methylol-6-(3-dimethylaminopropyl)methylamino-2H-naphtho[1,2-b]pyran